NC=1SC(=C(N1)C1=NC(NN1)=O)Cl 5-(2-amino-5-chlorothiazol-4-yl)-1,2-dihydro-3H-1,2,4-triazol-3-one